1-(4-(Aminomethyl)pyridin-3-yl)dihydropyrimidine-2,4(1H,3H)-dione NCC1=C(C=NC=C1)N1C(NC(CC1)=O)=O